CC=1C=C(C=CC1N)C1=CC(=C(N)C=C1)C 3,3'-dimethyl-4,4'-benzidine